N-(2-((tert-butyldimethylsilyl)oxy)ethyl)-2,3-dichloroaniline [Si](C)(C)(C(C)(C)C)OCCNC1=C(C(=CC=C1)Cl)Cl